4-epoxycyclohexylmethyl-urethane acrylate C(C=C)(=O)O.C12C(CC(CC1)CNC(=O)OCC)O2